2-(5-(3,4-dimethoxyphenyl)-4-isopropyl-1H-pyrazol-3-yl)-5-(piperidin-4-yl)thiazole COC=1C=C(C=CC1OC)C1=C(C(=NN1)C=1SC(=CN1)C1CCNCC1)C(C)C